2-(1-methyl-4-piperidyl)-6-[rac-(3S)-3-methyl-2,3,4,5-tetrahydropyridin-6-yl]indazole CN1CCC(CC1)N1N=C2C=C(C=CC2=C1)C=1CC[C@@H](CN1)C |r|